(2S)-2-methyl-3-oxopiperidine-1,4-dicarboxylic acid 1-(tert-butyl) 4-ethyl ester C(C)OC(=O)C1C([C@@H](N(CC1)C(=O)OC(C)(C)C)C)=O